(R)-2-morpholino-2-phenylcyclohexan-1-one O1CCN(CC1)[C@@]1(C(CCCC1)=O)C1=CC=CC=C1